OC1=C(C#N)C=CC(=N1)C1(CC1)C 2-hydroxy-6-(1-methylcyclopropyl)nicotinonitrile